FCCCN1CC(C1)CC1=CC=C(C=C1)C1=C(CCCC2=C1C=CC(=C2)C(=O)O)C2=CC(=CC=C2)C(F)(F)F 9-(4-((1-(3-fluoropropyl)azetidin-3-yl)methyl)phenyl)-8-(3-(trifluoromethyl)phenyl)-6,7-dihydro-5H-benzo[7]annulene-3-carboxylic acid